[Si](C)(C)(C(C)(C)C)OCC1(CC1)C(CC=C)O 1-(1-(((tert-butyldimethylsilyl)oxy)methyl)cyclopropyl)but-3-en-1-ol